(E)-3-(1-fluoroprop-1-en-1-yl)aniline F\C(=C\C)\C=1C=C(N)C=CC1